C(C)(C)(C)OC(=O)N1CCC2(CC(OC2=O)CCN2CC3=CC=CC=C3CC2)CC1 3-(2-(3,4-dihydroisoquinolin-2(1H)-yl)ethyl)-1-oxo-2-oxa-8-azaspiro[4.5]decane-8-carboxylic acid tert-butyl ester